CC1(CCCC1)C(=O)O 1-methylcyclopentane-1-carboxylic acid